ammonium tristyrene C=CC1=CC=CC=C1.C=CC1=CC=CC=C1.C=CC1=CC=CC=C1.[NH4+]